NC1COC=2C=CC=C(C2C1)O 3-aminochroman-5-ol